N-(5-(2-hydroxypropan-2-yl)-4'-((6-(methylsulfonyl)-4-(oxetan-3-ylmethoxy)pyridin-2-yl)amino)-[2,3'-bipyridin]-6'-yl)acetamide OC(C)(C)C=1C=CC(=NC1)C=1C=NC(=CC1NC1=NC(=CC(=C1)OCC1COC1)S(=O)(=O)C)NC(C)=O